3-(N-ethylaminoethyl-d1)indole C(C)NC(CC1=CNC2=CC=CC=C12)[2H]